5-(2-((3,4-difluorophenyl)amino)-2-oxoacetyl)-N-(4-fluoro-3-methylphenyl)-1,2,4-trimethyl-1H-pyrrole-3-carboxamide FC=1C=C(C=CC1F)NC(C(=O)C1=C(C(=C(N1C)C)C(=O)NC1=CC(=C(C=C1)F)C)C)=O